3-isopropyl-4-(6-oxo-1,6-dihydropyrimidin-2-yl)-1,3,4,5-tetrahydro-2H-benzo[1,4]diazepin-2-one C(C)(C)C1C(NC2=C(CN1C=1NC(C=CN1)=O)C=CC=C2)=O